5-methyl-2-(3-methyl-8-{[(3R)-1-methylpiperidin-3-yl]amino}pyridino[2,3-d]pyridazin-5-yl)phenol CC=1C=CC(=C(C1)O)C1=C2C(=C(N=N1)N[C@H]1CN(CCC1)C)N=CC(=C2)C